(R)-methyl 6-((1,3-dimethyl-1H-pyrazol-5-yl)sulfonyl)-1-(4-fluorophenyl)-4,4a,5,6,7,8-hexahydro-1H-pyrazolo[3,4-g]isoquinoline-4a-carboxylate CN1N=C(C=C1S(=O)(=O)N1C[C@]2(CC3=C(C=C2CC1)N(N=C3)C3=CC=C(C=C3)F)C(=O)OC)C